COC1=CC=C(C=C1)C1CC2(CN(C2)C(=O)C=2C=C3CN(C(C3=CC2)=O)C2C(NC(CC2)=O)=O)C1 3-(5-(6-(4-methoxyphenyl)-2-azaspiro[3.3]heptane-2-carbonyl)-1-oxoisoindolin-2-yl)piperidine-2,6-dione